C(C1=CC=CC=C1)N1N=CC=2C=NC(=CC21)NC2=NC(=CC(=N2)N2CCN(CC2)C(=O)NCCOC)N2CCCC2 4-{2-[(1-benzyl-1H-pyrazolo[4,3-c]pyridin-6-yl)amino]-6-(pyrrolidin-1-yl)pyrimidin-4-yl}-N-(2-methoxyethyl)piperazine-1-carboxamide